COC1=CC=C(C=C1)CN1C(C(CCC1=O)N1C(N(C2=C1C=CC=C2N2CCC(CC2)CN(C(OC(C)(C)C)=O)C)C)=O)=O tert-butyl N-[[1-[1-[1-[(4-methoxyphenyl)methyl]-2,6-dioxo-3-piperidyl]-3-methyl-2-oxo-benzimidazol-4-yl]-4-piperidyl]methyl]-N-methyl-carbamate